C(\C=C\C(=O)O)(=O)O.C(C)N(CCC1=CNC2=CC=C(C=C12)F)C N-ethyl-2-(5-fluoro-1H-indol-3-yl)-N-methylethan-1-amine Monofumarate